OC1=C(C=CC=C1)C1(CCCCC1)C1=C(C=CC=C1)O 1,1-Bis-(hydroxyphenyl)-cyclohexan